2-(((S)-1-(1H-tetrazol-1-yl)propan-2-yl)oxy)-4-(2-((1-((1r,4r)-4-morpholino-cyclohexyl)-3-(oxazol-2-yloxy)-1H-pyrazol-4-yl)amino)pyrimidin-5-yl)benzonitrile N1(N=NN=C1)C[C@H](C)OC1=C(C#N)C=CC(=C1)C=1C=NC(=NC1)NC=1C(=NN(C1)C1CCC(CC1)N1CCOCC1)OC=1OC=CN1